ethyl (R,Z)-2-(5-chloro-4-(2-(((3-chloropyridin-2-yl)oxy)methyl)pyrrolidin-1-yl)-2-fluorobenzoyl)-3-ethoxyacrylate ClC=1C(=CC(=C(C(=O)/C(/C(=O)OCC)=C/OCC)C1)F)N1[C@H](CCC1)COC1=NC=CC=C1Cl